CC(CC(C(NC(C=O)CC1C(NCC1)=O)=O)NC(OC(C1=CC=CC=C1)C1(CCCCC1)C1=CC(=CC=C1)Cl)=O)C (1-(3-chlorophenyl)cyclohexyl)(phenyl)methyl (4-methyl-1-oxo-1-((1-oxo-3-(2-oxopyrrolidin-3-yl)propan-2-yl)amino)pentan-2-yl)carbamate